1-methyl-N-(quinolin-8-yl)-1H-pyrazole-5-sulfonamide CN1N=CC=C1S(=O)(=O)NC=1C=CC=C2C=CC=NC12